methyl 6-(4-(hydroxymethyl)piperidin-1-yl)pyridazine-3-carboxylate OCC1CCN(CC1)C1=CC=C(N=N1)C(=O)OC